6-methyl-N-(3-(pyridin-2-yl)propyl)-2-(trifluoromethyl)thieno[2,3-d]pyrimidin-4-amine CC1=CC2=C(N=C(N=C2NCCCC2=NC=CC=C2)C(F)(F)F)S1